trimethyl-(4-vinylbenzyl)phosphonium C[P+](CC1=CC=C(C=C1)C=C)(C)C